bis(pentamethylcyclopentadienyl)cobalt tetrafluoroborate hexafluorophosphate F[P-](F)(F)(F)(F)F.F[B-](F)(F)F.CC1=C(C(=C(C1(C)[Co+2]C1(C(=C(C(=C1C)C)C)C)C)C)C)C